4-[[tert-butyl(dimethyl)silyl]oxymethyl]aniline [Si](C)(C)(C(C)(C)C)OCC1=CC=C(N)C=C1